(E)-N-(2-chloro-5-(1,3-dioxo-1,3,4,5,6,7-hexahydro-2H-isoindole-2-yl)-4-fluorophenyl)but-2-enamide ClC1=C(C=C(C(=C1)F)N1C(C=2CCCCC2C1=O)=O)NC(\C=C\C)=O